(s)-5-(3-(5-chloro-6-nitroisoindolin-2-yl)-3-oxopropyl)-5-cyclopropylimidazolidine-2,4-dione ClC=1C=C2CN(CC2=CC1[N+](=O)[O-])C(CC[C@@]1(C(NC(N1)=O)=O)C1CC1)=O